CN(C)CC1=C(CNC2=NS(C3=C(N2)C(=C(C=C3)F)[C@H](C)C3=C(C=CC=C3)F)(=O)=O)C=CC=C1 (R)-3-((2-((dimethylamino)methyl)benzyl)amino)-6-fluoro-5-(1-(2-fluorophenyl)ethyl)-4H-benzo[e][1,2,4]thiadiazine 1,1-dioxide